5-Chloro-1-(ethoxymethoxy)-2-iodo-3-(trifluoromethyl)benzene ClC=1C=C(C(=C(C1)OCOCC)I)C(F)(F)F